2-Hydroxycyclohepta-2,4,6-trien-1-one OC=1C(C=CC=CC1)=O